2-(2'-hydroxyl-5'-(1,1,3,3-tetramethylbutyl)phenyl)benzotriazole OC1=C(C=C(C=C1)C(CC(C)(C)C)(C)C)N1N=C2C(=N1)C=CC=C2